2-[4-(4-chlorophenyl)-5-(3-chloro-4-pyridinyl)imidazol-1-yl]acetic acid ClC1=CC=C(C=C1)C=1N=CN(C1C1=C(C=NC=C1)Cl)CC(=O)O